ClC=1N=C(C2=C(N1)C=C(S2)C=O)N2CCOCC2 2-chloro-4-morpholinyl-thieno[3,2-d]pyrimidine-6-carbaldehyde